ClC1=CC=C(C=C1)CCC(NC1=C(C(=NN1)C1=CC=NC=C1)C)=S 3-(4-chlorophenyl)-N-[4-methyl-3-(pyridin-4-yl)-1H-pyrazol-5-yl]propanethioamide